thieno[2,3-c]pyridazine N1=NC=CC2=C1SC=C2